(4-((6,7-bis(2-methoxyethoxy)quinazolin-4-yl)oxy)-3-fluorophenyl)-2-oxo-1-phenyl-1,2,4,5,6,7-hexahydropyrazolo[1,5-a]pyridine-3-carboxamide COCCOC=1C=C2C(=NC=NC2=CC1OCCOC)OC1=C(C=C(C=C1)C1C=2N(CCC1)N(C(C2C(=O)N)=O)C2=CC=CC=C2)F